C(C)(C)(C)OC(=O)N1[C@@H](C[C@@H](C1)OC(=O)C1=CC=C(C=C1)C1=CC=C(C=C1)F)C(=O)OC(C)(C)C.C(CCCCCCC\C=C/CCCCCCCC)(=O)OCC(C[N+](C)(C)C)OC(CCCCCCC\C=C/CCCCCCCC)=O 1,2-Bis(oleoyloxy)-3-(trimethylammonio)propane di-tert-butyl-(2S,4S)-4-((4'-fluoro-[1,1'-biphenyl]-4-carbonyl)oxy)pyrrolidine-1,2-dicarboxylate